FC=1C=C(C=C(C1)F)CC(=O)NN1C(=NC2=CC=CC=C2C1=O)N1CCCC1 2-(3,5-Difluoro-phenyl)-N-(4-oxo-2-pyrrolidin-1-yl-4H-quinazolin-3-yl)-acetamide